C(N)(=O)[C@H]1N2C(N([C@H](CC1)C2)OS(=O)(=O)OCC(C(=O)[O-])(C)C)=O 3-(((((2s,5r)-2-carbamoyl-7-oxo-1,6-diazabicyclo[3.2.1]oct-6-yl) oxy) sulfonyl) oxy)-2,2-dimethylpropionate